C(C)(C)C=1C(=NNC1C=1C=C(C=2N(C1)N=CN2)C)C=2SC(=CN2)C2CCN(CC2)CC(=O)N(C)C 2-(4-(2-(4-isopropyl-5-(8-methyl-[1,2,4]triazolo[1,5-a]pyridin-6-yl)-1H-pyrazol-3-yl)thiazol-5-yl)piperidin-1-yl)-N,N-dimethylacetamide